tert-butyl-(RS)-3-(2-oxoethyl)pyrrolidine-1-carboxylate C(C)(C)(C)OC(=O)N1C[C@H](CC1)CC=O |r|